1-[3-(4-Bromo-2-methyl-2H-pyrazol-3-yl)-4-methoxyphenyl]-3-(4-chloro-3-trifluoromethyl-phenyl)-urea BrC1=C(N(N=C1)C)C=1C=C(C=CC1OC)NC(=O)NC1=CC(=C(C=C1)Cl)C(F)(F)F